1-(3-((4-((4-([1,2,4]Triazolo[1,5-a]pyridin-7-yloxy)-2-fluoro-3-methylphenyl)amino)quinazolin-6-yl)oxy)-8-azabicyclo[3.2.1]octan-8-yl)prop-2-en-1-one N=1C=NN2C1C=C(C=C2)OC2=C(C(=C(C=C2)NC2=NC=NC1=CC=C(C=C21)OC2CC1CCC(C2)N1C(C=C)=O)F)C